(S)-N'-((2-cyclopropyl-3-ethyl-6,7-dihydro-5H-cyclopenta[b]pyridin-4-yl)carbamoyl)-2-(2-hydroxypropan-2-yl)thiazole-5-sulfonimidamide C1(CC1)C1=C(C(=C2C(=N1)CCC2)NC(=O)N=[S@@](=O)(N)C2=CN=C(S2)C(C)(C)O)CC